(R)-N-(4-bromo-2-cyclopropyl-5-methylphenyl)-N-(7-hydroxy-7-methyl-6,7-dihydro-5H-cyclopenta[b]pyridin-2-yl)pent-2-ynamide BrC1=CC(=C(C=C1C)N(C(C#CCC)=O)C1=CC=C2C(=N1)[C@](CC2)(C)O)C2CC2